OC=1C=CC2=C(SC(=C2OC2=C3C=CC(=CC3=CC=C2)C(=O)O)C(C2=C(C=CC=C2)C)=O)C1 5-((6-hydroxy-2-(2-methylbenzoyl)benzo[b]thiophen-3-yl)oxy)-2-naphthoic acid